O=C1NC2=CC=CN=C2C=C1C(F)(F)F 2-oxo-(trifluoromethyl)-1,5-naphthyridin